FC1=CC(=C(C=C1)C1=NC=CC2=C1CN(C2=O)C2=CC=C(C=C2)C(C#N)(C)C)OCC(F)(F)F 2-(4-{4-[4-fluoro-2-(2,2,2-trifluoroethoxy)phenyl]-1-oxo-1,3-dihydro-2H-pyrrolo[3,4-c]pyridin-2-yl}phenyl)-2-methylpropanenitrile